4-(4-(2,4-difluorophenoxy)piperidin-1-yl)-3-nitropyridine FC1=C(OC2CCN(CC2)C2=C(C=NC=C2)[N+](=O)[O-])C=CC(=C1)F